5-((tert-butyldiphenylsilyl)oxy)piperidin-2-one [Si](C1=CC=CC=C1)(C1=CC=CC=C1)(C(C)(C)C)OC1CCC(NC1)=O